ClCC1=NC2=C(N1CC1=CN=NN1CC)C=C(C=C2)C(=O)OC methyl 2-(chloromethyl)-1-((1-ethyl-1H-1,2,3-triazol-5-yl)methyl)-1H-benzo[d]imidazole-6-carboxylate